BrC1=C(N(N=C1)C)C=1C=C(C=CC1O)NC(=O)NC1=CC=C(C=C1)Cl 1-[3-(4-Bromo-2-methyl-2H-pyrazol-3-yl)-4-hydroxyphenyl]-3-(4-chloro-phenyl)-urea